N-methoxyamine CON